C(=O)(OC(C)(C)C)NCCCCN boc-butylenediamine